3-((2,3-difluoro-4-methylbenzyl)oxy)cyclobutyl 6-oxo-7-oxa-2,5-diazaspiro[3.4]octane-2-carboxylate O=C1NC2(CN(C2)C(=O)OC2CC(C2)OCC2=C(C(=C(C=C2)C)F)F)CO1